C=CC1=C(C(O)=O)C=CC(=C1C)O methylenebis-Methylparaben